ricinoleyl nonacosanoate C(CCCCCCCCCCCCCCCCCCCCCCCCCCCC)(=O)OCCCCCCCC\C=C/C[C@H](O)CCCCCC